COC(=O)C=1C(=CC=2N(C1)C=C(N2)C21COC(C2)(C1)C)OC1CC(C1)C 2-(1-methyl-2-oxabicyclo[2.1.1]hex-4-yl)-7-(3-methylcyclobutoxy)imidazo[1,2-a]pyridine-6-carboxylic acid methyl ester